phenyl (2-fluoroethyl) disulfide FCCSSC1=CC=CC=C1